5-acetoxyl-5-phenyl-penta-2,3-dienoic acid ethyl ester C(C)OC(C=C=CC(C1=CC=CC=C1)OC(=O)C)=O